N-((2-(6-hydroxypyridin-3-yl)thiazol-5-yl)methyl)-11-oxo-10,11-dihydrodibenzo[b,f][1,4]oxazepine-8-carboxamide OC1=CC=C(C=N1)C=1SC(=CN1)CNC(=O)C1=CC2=C(OC3=C(C(N2)=O)C=CC=C3)C=C1